C[C@H]1O[C@@H](CN(C1)C(CC=1C(OC2=CC(=C(C=C2C1C)OC)O)=O)=O)C 3-(2-((2R,6R)-2,6-dimethylmorpholino)-2-oxoethyl)-7-hydroxy-6-methoxy-4-methyl-2H-chromen-2-one